C(C)C=1C(=C(C=CC1OCC(C)(C)O)C=1C(CCNN1)C)F 6-[3-Ethyl-2-fluoro-4-(2-hydroxy-2-methylpropoxy)phenyl]-5-methyl-4,5-dihydro-2H-pyridazine